FC(C(C(F)(F)F)(F)F)(S)F perfluoropropanethiol